4-(3-Chloro-2-fluoro-6-methoxyphenyl)-6-methyl-N-(5-((trimethylsilyl)methoxy)-1,3,4-thiadiazol-2-yl)nicotinamide ClC=1C(=C(C(=CC1)OC)C1=CC(=NC=C1C(=O)NC=1SC(=NN1)OC[Si](C)(C)C)C)F